[N+](=[N-])=CC([C@H](C[C@H]1C(NCCC1)=O)NC(OC(C)(C)C)=O)=O tert-butyl ((S)-4-diazo-3-oxo 1-((S)-2-oxopiperidin-3-yl)butan-2-yl)carbamate